C(CCCCCCCCCCCCCCCC)O heptadecan-1-ol